palmitoyl-sarcosine C(CCCCCCCCCCCCCCC)(=O)N(C)CC(=O)O